C(C)O[Si](OCC)(OCC)CCCSSSSCCC[Si](OCC)(OCC)OCC bis-[triethoxysilylpropyl] tetrasulfide